1-(3,5-difluorobenzyl)-6-(1-methyl-1H-pyrazol-4-yl)-1H-imidazo[4,5-b]pyridine FC=1C=C(CN2C=NC3=NC=C(C=C32)C=3C=NN(C3)C)C=C(C1)F